2,6-dichloro-4-methylphenol ClC1=C(C(=CC(=C1)C)Cl)O